OCC1=NN(N=C1)C1=CC(=C(C=N1)C#N)C 6-(4-(hydroxymethyl)-2H-1,2,3-triazol-2-yl)-4-methylpyridine-3-carbonitrile